2-(oxo-pyrrolidin-1-yl)-butyrate O=C1N(CCC1)C(C(=O)[O-])CC